C1CCC2=C(C=3CCCC3C=C12)NC(=O)N=[S@@](=O)(N)C1=CC=C2CCN(CC2=C1)C |o1:16| (S) or (R)-N'-((1,2,3,5,6,7-hexahydro-s-indacen-4-yl)carbamoyl)-2-methyl-1,2,3,4-tetrahydroisoquinoline-7-sulfonimidamide